indazolesulfonyl chloride N1N=C(C2=CC=CC=C12)S(=O)(=O)Cl